C(CC(O)(C(=O)O)CC(=O)O)(=O)O.N1CCCC1 pyrrolidine citrate